2-[2-(aminomethyl)-3,3-difluoro-allyl]-4-[[4-[6-(dimethylamino)-3-pyridinyl]-2-thienyl]methyl]-1,2,4-triazol-3-one NCC(CN1N=CN(C1=O)CC=1SC=C(C1)C=1C=NC(=CC1)N(C)C)=C(F)F